N-[4-fluoro-5-(2-morpholin-4-ylpyrimidin-5-yl)-2-[rac-(3R,5S)-3,4,5-trimethylpiperazin-1-yl]phenyl]-7-(trifluoromethyl)-[1,2,4]triazolo[4,3-a]pyridine-6-carboxamide FC1=CC(=C(C=C1C=1C=NC(=NC1)N1CCOCC1)NC(=O)C=1C(=CC=2N(C1)C=NN2)C(F)(F)F)N2C[C@H](N([C@H](C2)C)C)C |r|